OC1=CC=C(C=2C(C3=CC=CC=C3C(C12)=O)=O)O 1,4-dihydroxyanthraquinone